COC1=CC=C2N(CC=NC2=C1)C=1C2=C(N=C(N1)S(=O)(=O)C)CCC2 7-methoxy-4-(2-(methylsulfonyl)-6,7-dihydro-5H-cyclopenta[d]pyrimidin-4-yl)-3,4-dihydroquinoxalin